2-(((3,3-dibutyl-7-(methylthio)-1,1-dioxido-5-phenyl-2,3,4,5-tetrahydro-1,2,5-benzothiadiazepin-8-yl)methyl)thio)acetic acid C(CCC)C1(NS(C2=C(N(C1)C1=CC=CC=C1)C=C(C(=C2)CSCC(=O)O)SC)(=O)=O)CCCC